Methyl 5-(2,3-dihydro-1,4-benzodioxin-6-yl)-1H-pyrazole-3-carboxylate O1CCOC2=C1C=CC(=C2)C2=CC(=NN2)C(=O)OC